FC(CO[C@@H]1C[C@H](N(CC1)C(=O)C=1C=2C=CNC2C(=CC1OC)C)C1=CC=C(C(=O)O)C=C1)F 4-((2S,4S)-4-(2,2-difluoroethoxy)-1-(5-methoxy-7-methyl-1H-indole-4-carbonyl)piperidin-2-yl)benzoic acid